methyl 7-((3r,4r)-4-methoxytetrahydrofuran-3-yl)-2-(methylthio)-7H-pyrrolo[2,3-d]pyrimidine-6-carboxylate CO[C@@H]1[C@@H](COC1)N1C(=CC2=C1N=C(N=C2)SC)C(=O)OC